4-(piperidine-1-carbonyl)phenylboronic acid pinacol ester N1(CCCCC1)C(=O)C1=CC=C(C=C1)B1OC(C)(C)C(C)(C)O1